tert-butyl (10-(3-(N-(3-cyano-4-methyl-1H-indol-7-yl)sulfamoyl)benzamido)decyl)carbamate C(#N)C1=CNC2=C(C=CC(=C12)C)NS(=O)(=O)C=1C=C(C(=O)NCCCCCCCCCCNC(OC(C)(C)C)=O)C=CC1